NC1=C2C(=NC=N1)N(N=C2C2=CC=C(C=C2)OC2=CC=CC=C2)C2CCN(CC2)CCCC#CC2=CC=C(C=C2)N2C(NC(CC2)=O)=O 1-(4-(5-(4-(4-amino-3-(4-phenoxyphenyl)-1H-pyrazolo[3,4-d]pyrimidin-1-yl)piperidin-1-yl)pent-1-yn-1-yl)phenyl)dihydropyrimidine-2,4(1H,3H)-dione